CN1N=NC=C1 1-Methyl-1H-1,2,3-triazole